FC1=C(C=CC=C1)C1=CC=C(C=C1)CCCC1=NC(=NO1)C=1C=NC=CC1 5-(3-(2'-fluoro-[1,1'-biphenyl]-4-yl)propyl)-3-(pyridin-3-yl)-1,2,4-oxadiazole